2-amino-[1,1'-biphenyl]-3-carbonitrile NC1=C(C=CC=C1C#N)C1=CC=CC=C1